C1(CC1)C(=O)OCOS(=O)(=O)C (((methylsulfonyl) oxy) methyl) cyclopropane-1-carboxylate